4-ethynyl-1-methyl-1H-indazole C(#C)C1=C2C=NN(C2=CC=C1)C